OC[C@@H]1[C@H](C1)C(=O)OC methyl (1S,2S)-2-(hydroxymethyl)cyclopropan-1-carboxylate